(6R,15R)-9-fluoro-15-methyl-13-oxa-2,17,20,21,24-pentaazapentacyclo[16.5.2.02,6.07,12.021,25]pentacosane-1(24),7,9,11,18(25),19,22-heptaene-16-one FC=1C=C2[C@H]3CCCN3C=3C=CN4N=CC(NC([C@@H](COC2=CC1)C)=O)=C4N3